BrC1=C(C=C2C(=NN=C(C2=C1)O)C)C(F)(F)F 7-bromo-4-methyl-6-(trifluoromethyl)phthalazin-1-ol